C(C)OC(CN1CCC(CC1)C[N+]1=NOC(=C1)[N-]C(NC1=CC(=CC(=C1)C(F)(F)F)NC(CC1=CC=CC=C1)=O)=O)=O (3-((1-(2-Ethoxy-2-oxoethyl)piperidin-4-yl)methyl)-1,2,3-oxadiazol-3-ium-5-yl)((3-(2-phenylacetamido)-5-(trifluoromethyl)phenyl)-carbamoyl)amide